4-(2-aminoethyl)-2-fluoroaniline NCCC1=CC(=C(N)C=C1)F